N-((3R,4S)-4-((7-(2,6-dichloro-3,5-dimethoxyphenyl)-5-(6-oxa-2-azaspiro[3.4]octan-2-yl)-2,6-naphthyridin-3-yl)amino)tetrahydrofuran-3-yl)acrylamide ClC1=C(C(=C(C=C1OC)OC)Cl)C1=NC(=C2C=C(N=CC2=C1)N[C@H]1[C@H](COC1)NC(C=C)=O)N1CC2(C1)COCC2